Methanamide C(=O)N